tert-butyl (S)-2-[6-chloro-2-(1-cyclopropyl-3-methyl-1H-pyrazole-4-carbonyl)-1,2,3,4-tetrahydroisoquinolin-8-yl]pyrrolidine-1-carboxylate ClC=1C=C2CCN(CC2=C(C1)[C@H]1N(CCC1)C(=O)OC(C)(C)C)C(=O)C=1C(=NN(C1)C1CC1)C